FC1(CCC(CC1)N(C(=O)[C@H]1N(CCC1)S(=O)(=O)C1=CC=C(C)C=C1)CC1=C(C2=C(CCO2)C=C1)F)F (S)-1-(Toluene-4-sulfonyl)-pyrrolidine-2-carboxylic acid (4,4-difluoro-cyclohexyl)-(7-fluoro-2,3-dihydro-benzofuran-6-ylmethyl)-amide